NC1=C(C(=NC=N1)OC1=CC(=C(C=C1)NC(=O)NC1=CC(=NN1C1=CC=CC=C1)C(C)(C)C)F)C#N 1-(4-((6-amino-5-cyanopyrimidin-4-yl)oxy)-2-fluorophenyl)-3-(3-(tert-butyl)-1-phenyl-1H-pyrazol-5-yl)urea